NC(CCC(CCC)(C)C)N diamino-dimethylheptane